FC1=C(C=CC(=C1)F)C1(CC1)CN1N=C2N([C@@H](CCC2)C(=O)N2C[C@H](CC2)F)C1=O (5S)-2-{[1-(2,4-difluorophenyl)cyclopropyl]methyl}-5-{[(3S)-3-fluoropyrrolidin-1-yl]carbonyl}-5,6,7,8-tetrahydro[1,2,4]triazolo[4,3-a]pyridin-3(2H)-one